C(C)(=O)C=1CNC2=CC=C(C=C2C1Cl)Cl 3-acetyl-4,6-dichloro-1H-quinolin